pentakis(dimethyl-amino)tantalum CN(C)[Ta](N(C)C)(N(C)C)(N(C)C)N(C)C